O=C1NC(C(N1)(C1=NC=CC=C1C(F)(F)F)CNC(=O)C=1C(=CC=CC1)C1=CC=C(C=C1)C(F)(F)F)=O N-({2,5-dioxo-4-[3-(trifluoromethyl)pyridin-2-yl]imidazolidin-4-yl}methyl)-4'-(trifluoromethyl)[biphenyl]-2-carboxamide